COC1=CC=C(CNS(=O)(=O)CCC)C=C1 N-(4-methoxybenzyl)propane-1-sulfonamide